benzyl ((3R)-2-(aminomethyl)-3-((tert-butoxycarbonyl)amino) butyl)(isopropyl)carbamate NCC(CN(C(OCC1=CC=CC=C1)=O)C(C)C)[C@@H](C)NC(=O)OC(C)(C)C